COCC(C(=O)OC)(C1=CC=CC=C1)C methyl 3-methoxy-2-methyl-2-phenylpropanoate